2,2-difluoro-propionamide FC(C(=O)N)(C)F